C(C1=CC=CC=C1)OC=1C(=NC=CC1Br)C=O 3-(benzyloxy)-4-bromopyridine-formaldehyde